C1(C=CC=C1)[Ti](C1=C(C(=CC=C1F)N(CC(=O)C1=CC=C(C=C1)C)C(C1=CC=CC=C1)=O)F)(C1=C(C(=CC=C1F)N(CC(=O)C1=CC=C(C=C1)C)C(C1=CC=CC=C1)=O)F)C1C=CC=C1 bis(cyclopentadienyl)bis[2,6-difluoro-3-(N-(4-toluoylmethyl)benzoylamino)phenyl]titanium